1-aza-bicyclo[2.2.2]octane N12CCC(CC1)CC2